COC(NC1=NC=CC(=C1)C1=NC=C(C(=C1)C(F)F)F)=O methyl-(4-difluoromethyl-5-fluoro-(2,4'-bipyridyl)-2'-yl)-carbamate